ClC=1C(=C(C(=CC1)F)[C@@H](NC(=O)[C@@H]1C[C@@H]2[C@@H](NC(O2)=O)C1)C12CCC(CC1)(C2)F)F (3aS,5S,6aR)-N-((S)-(3-chloro-2,6-difluorophenyl)(4-fluorobicyclo[2.2.1]heptan-1-yl)methyl)-2-oxohexahydro-2H-cyclopenta[d]oxazole-5-carboxamide